C(#N)C=1C=NC(=NC1)N[C@H]1CN(CC[C@@H]1F)C1=NC2=C(N1C)C=CC(=C2)NC(C=C)=O N-(2-((3S,4S)-3-((5-cyanopyrimidin-2-yl)amino)-4-fluoropiperidin-1-yl)-1-methyl-1H-benzo[d]imidazol-5-yl)acrylamide